γ-chlorobutane ClC(CC)C